FC(C(=O)O)(F)F.FC(C(=O)O)(F)F.NC1=C2C(=NC=N1)N(N=C2C)C(C)C=2C(=C(C(=C(C2)Cl)C)C=2C=CC(=NC2)C(=O)N(C)C)OC 5-{3-[1-(4-Amino-3-methyl-1H-pyrazolo[3,4-d]pyrimidin-1-yl)ethyl]-5-chloro-2-methoxy-6-methylphenyl}-N,N-dimethylpyridine-2-carboxamide bis(trifluoroacetate)